3-Hydroxymethyl-piperazine-2,5-dione OCC1C(NCC(N1)=O)=O